OC1CC2(CC(C2)N(CCCCCCCC(=O)N(CCCCCCCCCC)CCCCCCCCCC)CCCCCCCC(=O)N(CCCCCCCCCC)CCCCCCCCCC)C1 8,8'-((6-hydroxyspiro[3.3]heptan-2-yl)azanediyl)bis(N,N-didecyloctanamide)